C(C)(C)(C)OC(=O)NC12COC(CC1)(CC2)C(=O)O 4-((tert-Butoxycarbonyl)amino)-2-oxabicyclo[2.2.2]octane-1-carboxylic acid